O=C1NC(CCC1N1C(N(C2=C1C=CC=C2N2CCN(CC2)CC2CCC(CC2)N2N=C1C=C(C(=CC1=C2)NC(=O)C2=NC(=CC=C2)C(F)(F)F)C(=O)O)C)=O)=O 2-[4-[[4-[1-(2,6-dioxo-3-piperidyl)-3-methyl-2-oxo-benzimidazol-4-yl]piperazin-1-yl]methyl]cyclohexyl]-5-[[6-(trifluoromethyl)pyridine-2-carbonyl]amino]indazole-6-carboxylic acid